5-(2-(5-((N-(2-Hexyldecanoyl)-N-methylglycyl)oxy)pentyl)-4-(2-hydroxyethyl)-1,3-dioxolan-2-yl)pentyl 2-hexyldecanoate C(CCCCC)C(C(=O)OCCCCCC1(OCC(O1)CCO)CCCCCOC(CN(C)C(C(CCCCCCCC)CCCCCC)=O)=O)CCCCCCCC